FC=1C=C(CC=2C=CC(=NC2)C(=O)NC2=NN(C(C=C2)=O)C)C=CC1 5-(3-fluorobenzyl)-N-(1-methyl-6-oxo-1,6-dihydropyridazin-3-yl)pyridineamide